5-fluoro-2-(5-methyl-1H-pyrazol-4-yl)-4-(2,8-diazaspiro[4.5]decan-8-yl)pyrido[3,4-d]pyrimidine FC1=CN=CC=2N=C(N=C(C21)N2CCC1(CCNC1)CC2)C=2C=NNC2C